1-(5Z,8Z,11Z,14Z,17Z-eicosapentaenoyl)-2-(4Z,7Z,10Z,13Z,16Z,19Z-docosahexaenoyl)-glycero-3-phosphoserine CC/C=C\C/C=C\C/C=C\C/C=C\C/C=C\CCCC(=O)OC[C@H](COP(=O)(O)OC[C@@H](C(=O)O)N)OC(=O)CC/C=C\C/C=C\C/C=C\C/C=C\C/C=C\C/C=C\CC